CCCCC/C=C\C/C=C\C/C=C\C/C=C\CCCCOC(CO)CO 2-Arachidonyl glyceryl ether